2-[4-[5-(4-fluorophenyl)-6-isopropyl-1-(2-trimethylsilylethoxymethyl)pyrrolo[2,3-f]indazol-7-yl]phenoxy]acetic acid FC1=CC=C(C=C1)N1C(=C(C2=C1C=C1C=NN(C1=C2)COCC[Si](C)(C)C)C2=CC=C(OCC(=O)O)C=C2)C(C)C